[Si](C)(C)(C(C)(C)C)OCC=1C=C(NC2=NC=C(C(=N2)NC2C(CCCC2)C#N)C(F)(F)F)C=C(C1B1OCC(CO1)(C)C)Cl 2-[[2-[3-[[tert-butyl(dimethyl)silyl]oxymethyl]-5-chloro-4-(5,5-dimethyl-1,3,2-dioxaborinan-2-yl)anilino]-5-(trifluoromethyl)pyrimidin-4-yl]amino]cyclohexanecarbonitrile